7-((4-fluorobenzyl)(propyl)amino)-4-(trifluoromethyl)-2H-benzopyran-2-one FC1=CC=C(CN(C2=CC3=C(C(=CC(O3)=O)C(F)(F)F)C=C2)CCC)C=C1